quinoxalino-[2,3-b]Quinoxaline C1=CC=CC2=NC=3C(=NC4=CC=CC=C4N3)N=C12